N-E-dimethylformamide CN(C=O)C